(4-chlorobenzyl)zinc (II) bromide [Br-].ClC1=CC=C(C[Zn+])C=C1